1-carboxymethyl-3-methylimidazolium chloride salt [Cl-].C(=O)(O)CN1C=[N+](C=C1)C